2'-chloro-7'-(4-phenoxyphenyl)spiro[cyclopropane-1,5'-pyrrolo[2,3-d]pyrimidin]-6'(7'H)-one ClC=1N=CC2=C(N1)N(C(C21CC1)=O)C1=CC=C(C=C1)OC1=CC=CC=C1